stearic acid methyl-5-[5-[3-(benzyloxycarbonylamino)propoxy]-1-tetrahydropyran-2-yl-indazol-3-yl]-2-methyl-benzoate COC(C1=C(C=CC(=C1)C1=NN(C2=CC=C(C=C12)OCCCNC(=O)OCC1=CC=CC=C1)C1OCCCC1)C)=O.C(CCCCCCCCCCCCCCCCC)(=O)O